C(CCCCCCCCCCC)(=O)OCCCCCCCCCCCCCCCCCCCCCCCCCCCCCO 29-hydroxynonacosyl laurate